exo-(±)-1-methyl-4-(1-methylethyl)-2-[(2-methylphenyl)methoxy]-7-oxabicyclo[2.2.1]heptane CC12C(CC(CC1)(O2)C(C)C)OCC2=C(C=CC=C2)C